tetrasodium hydroxy iminodisuccinate N(C(C(=O)[O-])CC(=O)[O-])C(C(=O)OO)CC(=O)[O-].[Na+].[Na+].[Na+].[Na+]